NC1=NC=CC=2N1C(=NC2C=2CCN(CC2)S(=O)(=O)CC)C2=CC=C(CNC(C1=C(C=CC(=C1)F)OC)=O)C=C2 N-(4-(5-amino-1-(1-(ethylsulfonyl)-1,2,3,6-tetrahydropyridin-4-yl)imidazo[1,5-c]pyrimidin-3-yl)benzyl)-5-fluoro-2-methoxybenzamide